glycerol 1,2-diacetate C(C)(=O)OCC(OC(C)=O)CO